ClC=1C=C(C(=NC1)C(=N)NO)SC1=C(C=CC=C1)C 5-chloro-N-hydroxy-3-(o-tolylsulfanyl)pyridine-2-carboxamidine